FC1=C(C=CC=C1C[C@H]1[C@H](CCC2=CC=C(C(N12)=O)C)NC(=O)C1(CC1)OC)C1=CC(=CC=C1)F |r| rac-N-{(3S,4S)-4-[(2,3'-difluoro[1,1'-biphenyl]-3-yl)methyl]-7-methyl-6-oxo-1,3,4,6-tetrahydro-2H-quinolizin-3-yl}-1-methoxycyclopropane-1-carboxamide